The molecule is a primary amino compound resulting from the dealkylation of both ethyl groups of the anti-insomnia drug flurazepam. It is the major metabolite of flurazepam. It has a role as a GABAA receptor agonist, an anticonvulsant, an anxiolytic drug, a sedative and a drug metabolite. It is a 1,4-benzodiazepinone, a member of monofluorobenzenes, an organochlorine compound and a primary amino compound. C1C(=O)N(C2=C(C=C(C=C2)Cl)C(=N1)C3=CC=CC=C3F)CCN